C(C)(=O)NC1(O)[C@H](O)[C@@H](O)[C@H](O)[C@H](O1)CO acetylamino-α,β-D-glucopyranose